2,5-dichloro-7-(2-fluoro-3-((2',5,5'-trimethyl-4-nitro-2'H-[1,3'-bipyrazol]-3-yl)oxy)propyl)-7H-pyrrolo[2,3-d]pyrimidine ClC=1N=CC2=C(N1)N(C=C2Cl)CC(COC2=NN(C(=C2[N+](=O)[O-])C)C=2N(N=C(C2)C)C)F